C(C)OC(=O)C1=C(C2=C(S1)C=CC=C2C)COC2=CC=C(C=C2)C(N)=O 3-((4-carbamoyl-phenoxy)methyl)-4-methylbenzo[b]thiophene-2-carboxylic acid ethyl ester